NC(=O)O amino-carboxylic acid